4-(difluoromethyl)-N-[4-fluoro-5-[6-[rac-(2R,6S)-2,6-dimethylmorpholin-4-yl]pyridin-3-yl]-2-[rac-(3R,5S)-3,4,5-trimethylpiperazin-1-yl]phenyl]-6-oxo-1H-pyridine-3-carboxamide FC(C=1C(=CNC(C1)=O)C(=O)NC1=C(C=C(C(=C1)C=1C=NC(=CC1)N1C[C@H](O[C@H](C1)C)C)F)N1C[C@H](N([C@H](C1)C)C)C)F |r|